CC(C=CC(C(=O)O)NC(C1=CC=C(C=C1)C=1SC=CC1)=O)(C)C 5,5-dimethyl-2-[p-(2-thienyl)benzoylamino]-3-hexenoic acid